(4-amino-7-fluoroimidazo[1,5-a]quinoxalin-8-yl)(1,2,4,5-tetrahydro-3H-1,5-methanobenzo[d]azepin-3-yl)methanone NC=1C=2N(C3=CC(=C(C=C3N1)F)C(=O)N1CC3C4=C(C(C1)C3)C=CC=C4)C=NC2